5-amino-2-chloro-N-methyl-pyrimidine-4-carboxamide NC=1C(=NC(=NC1)Cl)C(=O)NC